C(C)(C)(C)OC(=O)N1CCC2(CC1)C(N(C=1C2=C2C(=NC1)N(C(=C2C2=CC=CC=C2)Br)S(=O)(=O)C2=CC=CC=C2)C)=O.C2(=CC=CC=C2)C#CCC2=C(N)C=CC=C2 2-(3-phenyl-2-propynyl)aniline tert-butyl-2-bromo-6-methyl-7-oxo-1-phenyl-3-(phenylsulfonyl)-6,7-dihydro-3H-spiro[dipyrrolo[2,3-b:3',2'-d]pyridine-8,4'-piperidine]-1'-carboxylate